FC1=CC=C(COC2=CC=C(C=C2)N(C[C@@H](CNCCO)O)C)C=C1 (R)-1-((4-((4-fluorobenzyl)oxy)phenyl)(methyl)amino)-3-((2-hydroxyethyl)amino)propan-2-ol